sodium (R)-alpha-ethyl-2-oxo-1-pyrrolidineacetate C(C)[C@H](C(=O)[O-])N1C(CCC1)=O.[Na+]